ethylsulfanylacetate C(C)SCC(=O)[O-]